FC(C(=O)[O-])(C(C(C(C(C(C(F)(F)F)(F)F)(F)F)(F)F)(F)F)(F)F)F.C[N+](C)(C)C tetramethylammonium perfluorocaprylate